5-iodo-cytidine IC=1C(=NC(N([C@H]2[C@H](O)[C@H](O)[C@@H](CO)O2)C1)=O)N